FC=1C=C2C=3C(=NN(C(C3C1)=O)CNCCOC)[C@@H]([C@H](N2)C2=CC=C(C=C2)F)C2=NC=NN2C (8S,9R)-5-Fluoro-8-(4-fluorophenyl)-2-(((2-methoxyethyl)amino)methyl)-9-(1-methyl-1H-1,2,4-triazol-5-yl)-2,7,8,9-tetrahydro-3H-pyrido[4,3,2-de]phthalazin-3-one